C(CCC)C=1C(=C(C(C(=O)O)=CC1)C(=O)O)CC1=CC=CC=C1.C(C=1C(C(=O)OCC2=CC=CC=C2)=CC=CC1)(=O)OCCCC butyl benzyl phthalate (Butyl benzyl phthalate)